ClC1=CC2=C(N(C(N=C2N2[C@H](CN(CC2)C(C=C)=O)C)=O)C2=C(C=CC=C2)C(C)C)N=C1N(C(C)C)C 6-chloro-7-(methyl(2-propanyl)amino)-4-((2S)-2-methyl-4-(2-propenoyl)-1-piperazinyl)-1-(2-(2-propanyl)phenyl)pyrido[2,3-d]pyrimidin-2(1H)-one